FC1=C(C=CC=C1C[C@@H]1N(CC2(CC2)[C@@H]1NS(=O)(=O)CF)C(=O)N1CC(C1)OC)C1=CC(=CC=C1)F N-((6S,7S)-6-((2,3'-difluoro-[1,1'-biphenyl]-3-yl)methyl)-5-(3-methoxyazetidine-1-carbonyl)-5-azaspiro[2.4]heptan-7-yl)-1-fluoromethanesulfonamide